C(#N)C=1C(=NC(=NC1)NC1CCC(CC1)C(=O)N(C)C)N[C@H]1COCCC1 (1R,4r)-4-(5-cyano-4-((R)-tetrahydro-2H-pyran-3-ylamino)pyrimidin-2-ylamino)-N,N-dimethylcyclohexane-carboxamide